N-ethyl-5-fluoro-2-((4-(3-((((1-Hydroxy-4-(methylsulfonamido)cyclohexyl)methyl)amino)methyl)azetidin-1-yl)pyrimidin-5-yl)oxy)-N-isopropylbenzamide C(C)N(C(C1=C(C=CC(=C1)F)OC=1C(=NC=NC1)N1CC(C1)CNCC1(CCC(CC1)NS(=O)(=O)C)O)=O)C(C)C